2-(benzo[d][1,3]dioxol-5-yl)-6,7-dimethoxybenzo[d][1,2]selenazol-3(2H)-one O1COC2=C1C=CC(=C2)N2[Se]C1=C(C2=O)C=CC(=C1OC)OC